7-chloro-5-methyl-1H,3H-pyrido[2,3-d]pyrimidine-2,4-dione ClC=1C=C(C2=C(NC(NC2=O)=O)N1)C